methyl (1S,3S,5S)-5-methyl-2-azabicyclo[3.1.0]hexane-3-carboxylate C[C@@]12C[C@H](N[C@H]2C1)C(=O)OC